(2S,3S,4R,5R)-2-((R)-6-chloro-1,3-dihydroisobenzofuran-1-yl)-5-(4-methyl-7H-pyrrolo[2,3-d]pyrimidin-7-yl)tetrahydrofuran-3,4-diol ClC1=CC=C2CO[C@H](C2=C1)[C@H]1O[C@H]([C@@H]([C@@H]1O)O)N1C=CC2=C1N=CN=C2C